isopropyl 3-chloro-4-(1,3-dioxoisoindolin-2-yl)-5,6-difluoropicolinate ClC=1C(=NC(=C(C1N1C(C2=CC=CC=C2C1=O)=O)F)F)C(=O)OC(C)C